FC1(CC(C1)CN1N=C(C(=C1C(=O)O)C(F)(F)F)C(C)(F)F)F 1-[(3,3-difluorocyclobutyl)methyl]-3-(1,1-difluoroethyl)-4-(trifluoromethyl)-1H-pyrazole-5-carboxylic acid